tert-Butyl (Z)-2-(6-(2-fluoro-2-(4-(isothiazol-4-yl)pyrimidin-2-yl)vinyl)-3-(2-fluorophenoxy)-2-(trifluoromethyl)phenyl)-2,9-diazaspiro[5.5]undecane-9-carboxylate F\C(=C/C1=CC=C(C(=C1N1CC2(CCC1)CCN(CC2)C(=O)OC(C)(C)C)C(F)(F)F)OC2=C(C=CC=C2)F)\C2=NC=CC(=N2)C=2C=NSC2